dihydrooxadiazinon triiodomethanesulfonate IC(S(=O)(=O)O)(I)I.S=P(OOC)(OCC)OC1NC(=NC(=C1)C)C(C)C